CN(C)C1=CC=CC=C1C2=CC=CC=C2 dimethylaminobiphenyl